O.FC1=C(C=CC=C1)C(=O)C=O 2-FLUOROPHENYLGLYOXAL HYDRATE